N1=C(C=CC(=C1)CO)CO 5-pyridinedimethanol